2-(ethylsulfonyl)-N-methyl-3-(5-(2,2,3,3,3-pentafluoropropoxy)pyrazin-2-yl)pyrazolo[1,5-a]pyrimidin-7-amine C(C)S(=O)(=O)C1=NN2C(N=CC=C2NC)=C1C1=NC=C(N=C1)OCC(C(F)(F)F)(F)F